C(CC)S(=O)(=O)ON=C1C=CCS1 5-propylsulfonyloxyimino-5H-thiophen